ethyl-5-bromo-1-methyl-1H-indole-2-carboxylate C(C)OC(=O)C=1N(C2=CC=C(C=C2C1)Br)C